OC1=CC(=CC=2C(C3=CC(=CC(=C3C(C12)=O)O)C)=O)O 1,3,8-trihydroxy-6-methyl-9,10-anthracenedione